4-(Hydroxymethyl)-2-imidazolidinone OCC1NC(NC1)=O